CC1=C(CNC2=NC(=NC=C2C(=O)N)NC=2C=NN(C2)C)C=CC=C1Cl 4-((2-methyl-3-chlorobenzyl)amino)-2-((1-methyl-1H-pyrazol-4-yl)amino)pyrimidin-5-carboxamide